C(C)(C)(C)OC(=O)N1C[C@H]([C@@H](C1)CO)C1=CC=C(C=C1)C#N |r| racemic-(3R,4S)-3-(4-cyanophenyl)-4-(hydroxymethyl)pyrrolidine-1-carboxylic acid tert-butyl ester